Cl.N[C@H](CC1=CNC2=CC=CC=C12)C(=O)O D-tryptophanate hydrochloride